C(=C)C=1C(=NC=CC1)C=CC(=O)N vinylpyridine-acrylamide